allyl-amino-p-benzoquinone C(C=C)C1=C(C(C=CC1=O)=O)N